The molecule is a spermidine alkaloid that is isolated from Maytenus heterophylla and Maytenus senegalensis. It has a role as a plant metabolite. It is a spermidine alkaloid, a lactam, an enamide, a secondary carboxamide and a tertiary carboxamide. C1CCN(CCCNC(=O)C[C@H](NC1)C2=CC=CC=C2)C(=O)/C=C/C3=CC=CC=C3